5-Amino-N3-(5-(2-(3-chlorophenyl)acetamido)pyridin-3-yl)-1-isopropyl-1H-pyrazole-3,4-dicarboxamide NC1=C(C(=NN1C(C)C)C(=O)NC=1C=NC=C(C1)NC(CC1=CC(=CC=C1)Cl)=O)C(=O)N